ClP1(=NP(=NP(=N1)(Cl)Cl)(N)N)Cl 4,4,6,6-tetrachloro-1,3,5-triaza-2,4,6-triphosphacyclohexane-1,3,5-triene-2,2-diamine